FC=1C=C(C(=O)O)C=C(C1C=1N=C2N(C=CC(=C2)C)C1C[C@H]1CN(CCO1)C(=O)OC)F (S)-3,5-difluoro-4-(3-((4-(methoxycarbonyl)morpholin-2-yl)methyl)-7-methylimidazo[1,2-a]pyridin-2-yl)benzoic acid